2-methyl-2-(4-methoxyphenyl)-1,2,3,4-tetrahydroquinoline CC1(NC2=CC=CC=C2CC1)C1=CC=C(C=C1)OC